cyclohexane-3,5-diene-1,2-dicarboxylic acid C1(C(C=CC=C1)C(=O)O)C(=O)O